2-[[(1r,3S)-3-amino-4-hydroxy-1-(5-thiazolyl)butyl]thio]-4-chlorobenzonitrile N[C@@H](C[C@H](C1=CN=CS1)SC1=C(C#N)C=CC(=C1)Cl)CO